8-{5-O-[bis(4-methoxyphenyl)(phenyl)methyl]-3-O-[tert-butyl(dimethyl)silyl]-2-O-[hydroxy(oxido)-λ5-phosphanyl]-β-D-ribofuranosyl}imidazo[1,2-a]pyrimidin-5(8H)-one COC1=CC=C(C=C1)C(OC[C@@H]1[C@H]([C@H]([C@@H](O1)N1C=2N(C(C=C1)=O)C=CN2)OP(=O)O)O[Si](C)(C)C(C)(C)C)(C2=CC=CC=C2)C2=CC=C(C=C2)OC